2-[3-{2-(6-hydroxybenzo[1,3]dioxol-5-yl)-2H-benzotriazol-5-yl}propanoyloxy]ethyl acrylate C(C=C)(=O)OCCOC(CCC1=CC=2C(=NN(N2)C2=CC3=C(OCO3)C=C2O)C=C1)=O